N-(4-(6-fluoro-3,4-dihydroisoquinolin-2(1H)-yl)-2,6-bis(methyl-d3)phenyl)-3,3-dimethylbutanamide FC=1C=C2CCN(CC2=CC1)C1=CC(=C(C(=C1)C([2H])([2H])[2H])NC(CC(C)(C)C)=O)C([2H])([2H])[2H]